5-(5-Fluoro-1-methyl-1H-pyrazol-4-yl)-2-{5-[(2,2,6,6-tetramethylpiperidin-4-yl)oxy][1,3]thiazolo[5,4-d][1,3]thiazol-2-yl}phenol FC1=C(C=NN1C)C=1C=CC(=C(C1)O)C=1SC=2N=C(SC2N1)OC1CC(NC(C1)(C)C)(C)C